(5S,8R)-N-(2,4-dichloro-benzyl)-5-fluoro-8-hydroxy-8-methyl-5,6,7,8-tetrahydro-quinoline-5-carboxamide ClC1=C(CNC(=O)[C@]2(C=3C=CC=NC3[C@](CC2)(C)O)F)C=CC(=C1)Cl